C1(=CC=CC=C1)N1CC2(COC2)C1 6-phenyl-2-oxa-6-azaspiro[3.3]heptane